NC=1C(=C(C=C2C=C(N=CC12)NC(=O)[C@H]1[C@H](C1)F)C1=C(C=CC=C1Cl)Cl)F |r| (±)-cis-N-(8-amino-6-(2,6-dichlorophenyl)-7-fluoroisoquinolin-3-yl)-2-fluorocyclopropane-1-carboxamide